1-bromo-9,10-bis(n-butylcarbonyloxy)anthracene BrC1=CC=CC2=C(C3=CC=CC=C3C(=C12)OC(=O)CCCC)OC(=O)CCCC